NC1=NN2C(C=C(C=C2)C=2C(=C(C(=O)NCC[C@@H](O)C3=CC=C(C=C3)Cl)C(=CC2F)C)F)=N1 (R)-3-(2-amino-[1,2,4]triazolo[1,5-a]pyridin-7-yl)-N-(3-(4-chlorophenyl)-3-hydroxypropyl)-2,4-difluoro-6-methylbenzamide